(3S)-3-({2-[4-chloro-2-(difluoromethoxy)phenyl][1,2,4]triazolo[1,5-c]quinazolin-5-yl}amino)-1-methylazepin-2-one ClC1=CC(=C(C=C1)C1=NN2C(=NC=3C=CC=CC3C2=N1)N[C@@H]1C(N(C=CC=C1)C)=O)OC(F)F